3-(3-fluoro-4-piperazin-1-yl-anilino)piperidine-2,6-dione hydrochloride Cl.FC=1C=C(NC2C(NC(CC2)=O)=O)C=CC1N1CCNCC1